3-methylsilylpropynyl alcohol C[SiH2]CC#CO